C(C)(=O)NC1=CC=C(C2=C1N=C(O2)N2CC1CCCC(C2)N1C(=O)OC(C)(C)C)Br tert-Butyl 3-(4-acetamido-7-bromobenzo[d]oxazol-2-yl)-3,9-diazabicyclo[3.3.1]nonane-9-carboxylate